bis(2-ethoxy) dicarbonate C(=O)(OOCC)OC(=O)OOCC